2-ethoxy-5-(tributylstannyl)pyridine C(C)OC1=NC=C(C=C1)[Sn](CCCC)(CCCC)CCCC